OCCCCCCCCCCC=O 11-hydroxy-[1-undecanal]